S(=O)(=O)(C1=CC=C(C)C=C1)N1C=C(C2=CC=C(C=C12)Br)OB(O)O N-tosyl-6-bromo-3-indolylboric acid